CN1CCN(CC1)CCC1=C(N=NC(=C1)C1=CC=CC=C1)N (2-(4-methylpiperazin-1-yl)ethyl)-6-phenylpyridazin-3-amine